tert-hexene CC(C)(C)C=C